C(C1=CC=CC=C1)(=O)N1CCC2(CC1)CC(C(C(C2)=O)C2=C(C=C(C=C2OC)C#CC)Cl)=O 3-benzoyl-9-(2-chloro-6-methoxy-4-prop-1-ynyl-phenyl)-3-azaspiro[5.5]undecane-8,10-dione